BrC=1C=C(C=CC1)C[C@@H](C(=O)NC)N1N=C(C=C1)C1=C(C=CC=C1)C (S)-N-(3-(3-bromophenyl)-1-(methylamino)-1-oxopropan-2-yl)-3-(o-tolyl)-1H-pyrazole